6'-{4-[methyl(2-{3-[2-(7-oxa-2-azaspiro[3.5]nonan-2-yl)ethoxy]phenyl}ethyl)amino]-4-oxobutoxy}-2',3'-dihydrospiro[cyclohexane-1,1'-indene]-4-carboxylic acid CN(C(CCCOC1=CC=C2CCC3(C2=C1)CCC(CC3)C(=O)O)=O)CCC3=CC(=CC=C3)OCCN3CC1(C3)CCOCC1